C(C1=CC=CC=C1)N1N=C(C(=C1)F)C(=O)N[C@@H]1C(N(C2=C(OC1)C=CC=C2)C)=O (S)-1-benzyl-4-fluoro-N-(5-methyl-4-oxo-2,3,4,5-tetrahydrobenzo[b][1,4]oxazepin-3-yl)-1H-pyrazole-3-carboxamide